The molecule is an omega-carboxyacyl-CoA that results from the formal condensation of the thiol group of coenzyme A with the 1-carboxy group of mesaconic acid. It has a role as a human metabolite. It derives from a mesaconic acid. It is a conjugate acid of a mesaconyl-CoA(5-). C/C(=C\\C(=O)O)/C(=O)SCCNC(=O)CCNC(=O)[C@@H](C(C)(C)COP(=O)(O)OP(=O)(O)OC[C@@H]1[C@H]([C@H]([C@@H](O1)N2C=NC3=C(N=CN=C32)N)O)OP(=O)(O)O)O